COCCO[C@H]1[C@@H](O[C@@H]([C@H]1O)CO)N1C(=O)NC(=O)C=C1 O-methoxyethyl-uridine